7-[bis(3,5-difluorophenyl)amino]-3-(2,2,2-trifluoroethane-1-on-1-yl)-2H-chromene FC=1C=C(C=C(C1)F)N(C1=CC=C2C=C(COC2=C1)C(C(F)(F)F)=O)C1=CC(=CC(=C1)F)F